1-chloroethyl ((2,2-dimethyl-1,3-dioxan-5-yl) methyl) carbonate C(OC(C)Cl)(OCC1COC(OC1)(C)C)=O